cis-N1-(6,7-dimethoxy-2-(4-(piperazin-1-yl)phenyl)quinolin-4-yl)cyclohexane-1,4-diamine COC=1C=C2C(=CC(=NC2=CC1OC)C1=CC=C(C=C1)N1CCNCC1)N[C@@H]1CC[C@@H](CC1)N